5-((5-methyl-4-(pentan-3-yloxy)pyrimidin-2-yl)amino)benzo[c][1,2]oxaborol-1(3H)-ol CC=1C(=NC(=NC1)NC1=CC2=C(B(OC2)O)C=C1)OC(CC)CC